The molecule is the conjugate base of crotonic acid; used by some bacterial species as a carbon and energy source. It is a conjugate base of a crotonic acid. C/C=C/C(=O)[O-]